8-amino-2-oxo-1,3-diaza-spiro[4.5]-decane NC1CCC2(CNC(N2)=O)CC1